FC(C(=O)O)(F)F.ClC=1C=C2C=CC(=NC2=CC1)C=1N=NNC1C(=O)O 4-(6-chloroquinolin-2-yl)-1H-1,2,3-triazole-5-carboxylic acid 2,2,2-trifluoroacetate